CC1CCC=NN1 6-methyl-1,4,5,6-tetrahydro-pyridazine